CC=1C=CC=2N(C3=CC=C(C=C3C2C1)C)C1=C(C#N)C(=C(C(=C1N1C2=CC=C(C=C2C=2C=C(C=CC12)C)C)N1C2=CC=C(C=C2C=2C=C(C=CC12)C)C)C1=NC=CC=C1)N1C2=CC=C(C=C2C=2C=C(C=CC12)C)C 2,3,4,6-tetrakis(3,6-dimethyl-9H-carbazol-9-yl)-5-(pyridin-2-yl)benzonitrile